1-(2-{[(N-{[2-[trimethylsilyl]ethoxy]carbonyl}glycyl)amino]methoxy}ethyl)inosine C[Si](CCOC(=O)NCC(=O)NCOCCN1C(C=2N=CN([C@H]3[C@H](O)[C@H](O)[C@@H](CO)O3)C2N=C1)=O)(C)C